BrC bromomethane